C1(CC1)CC1=CN(C=2N=CN=C(C21)N[C@H]2CN(CCC2)C(=O)OC(C)(C)C)COCC[Si](C)(C)C tert-butyl (R)-3-((5-(cyclopropylmethyl)-7-((2-(trimethylsilyl)ethoxy)methyl)-7H-pyrrolo[2,3-d]-pyrimidin-4-yl)amino)piperidine-1-carboxylate